N1(C=CC=C1)C=1C=C(C=CC1)C1=C(C(=NC(=C1C#N)SCC1=CC=CC=C1)N)C#N 4-(3-(1H-pyrrol-1-yl)phenyl)-2-amino-6-(benzylthio)pyridine-3,5-dinitrile